C(N)(=O)C1=C(C(=CC(=C1)Cl)C)NC(=O)C=1N(N=C(C1)CN1N=NN=C1C1CC1)C1=NC=CC=C1Cl N-(2-carbamoyl-4-chloro-6-methyl-phenyl)-2-(3-chloro-2-pyridyl)-5-[(5-cyclopropyltetrazol-1-yl)methyl]pyrazole-3-carboxamide